(R)-6-Chloro-5-fluoro-1'-(4-((R or S)-1-(2-(trifluoromethyl)pyridin-4-yl)propyl)-1H-imidazole-2-carbonyl)spiro[benzo[d][1,3]oxazine-4,3'-piperidin]-2(1H)-one ClC1=C(C2=C(NC(O[C@@]23CN(CCC3)C(=O)C=3NC=C(N3)[C@H](CC)C3=CC(=NC=C3)C(F)(F)F)=O)C=C1)F |o1:21|